1-(4-(((R)-1-(3-(difluoromethyl)-2-fluorophenyl)ethyl)amino)-7-(((R)-tetrahydrofuran-3-yl)oxy)pyrido[2,3-d]pyrimidin-6-yl)cyclopropane-1-carbonitrile FC(C=1C(=C(C=CC1)[C@@H](C)NC=1C2=C(N=CN1)N=C(C(=C2)C2(CC2)C#N)O[C@H]2COCC2)F)F